(4-(neopentyloxy)phenyl)methylamine C(C(C)(C)C)OC1=CC=C(C=C1)CN